N-(1-Methylpiperidin-4-yl)-2'-(5-phenyl-1H-imidazol-2-yl)-3,4'-bipyridin CN1CCC(CC1)N1CC(=CC=C1)C1=CC(=NC=C1)C=1NC(=CN1)C1=CC=CC=C1